5-(4'-(azidomethyl)-[1,1'-biphenyl]-2-yl)-1H-1,2,3,4-tetrazole N(=[N+]=[N-])CC1=CC=C(C=C1)C1=C(C=CC=C1)C1=NN=NN1